(S)-2-((5-(3-(1-(5-fluoro-3-methylbenzofuran-2-yl)-2-methylpropyl)ureido)pyrimidin-2-yl)amino)acetamide FC=1C=CC2=C(C(=C(O2)[C@H](C(C)C)NC(NC=2C=NC(=NC2)NCC(=O)N)=O)C)C1